O1CCN(CC1)C1=CC=C(C=C1)NC(CCCC)=O N-(4-morpholinophenyl)valeramide